4-(3-nitrophenyl)-5-methyl-2-(N,N-bis-tert-butoxycarbonylamino)-1H-imidazole [N+](=O)([O-])C=1C=C(C=CC1)C=1N=C(NC1C)N(C(=O)OC(C)(C)C)C(=O)OC(C)(C)C